2-[6-(dimethylamino)-1,5-naphthyridin-4-yl]-3-iodo-1h,5h,6h,7h-pyrrolo[3,2-c]Pyridin-4-one CN(C=1N=C2C(=CC=NC2=CC1)C1=C(C=2C(NCCC2N1)=O)I)C